(4R,5S)-3-propionyl-4-methyl-5-phenyl-2-oxazolidinone C(CC)(=O)N1C(O[C@H]([C@H]1C)C1=CC=CC=C1)=O